O=C1N(CCC(N1)=O)C1=NN(C2=CC(=CC=C12)[C@@H]1C(CN(CC1)C(=O)OC(C)(C)C)(F)F)C tert-butyl (4R)-4-[3-(2,4-dioxohexahydropyrimidin-1-yl)-1-methyl-indazol-6-yl]-3,3-difluoro-piperidine-1-carboxylate